1-(4-((4-methoxyhexyl)sulfonyl)piperazin-1-yl)prop-2-en-1-one COC(CCCS(=O)(=O)N1CCN(CC1)C(C=C)=O)CC